ClC1=NC=C(C(=N1)CC1=CC=C2[C@](NC(NC2=C1)=O)(C(C)(F)F)C#CC1CC1)F (S)-7-((2-chloro-5-fluoropyrimidin-4-yl)methyl)-4-(cyclopropylethynyl)-4-(1,1-difluoroethyl)-3,4-dihydroquinazolin-2(1H)-one